3-((5-(hydroxymethyl)-2-methoxyphenoxy)methyl)benzyl acetate C(C)(=O)OCC1=CC(=CC=C1)COC1=C(C=CC(=C1)CO)OC